O[C@@H](CNC(C1=CC=CC=C1)=O)C N-[(2R)-2-hydroxypropyl]benzamide